C(#C)C1=CN([C@H]2[C@H](O)[C@H](O)[C@@H](CO)O2)C=2N=CN=C(C12)N 7-ethynyl-7-deazaadenosine